CC1C2C3C4C=CC(C3C(C1)C2)C4 8-methyl-tetracyclo[4.4.0.12,5.17,10]-dodecane-3-ene